C(C(C)C)C1CC2C3C4C5C6C=CC(C5C(C3C1C2)C4)C6 12-isobutyl-hexacyclo[6.6.1.13,6.110,13.02,7.09,14]-4-heptadecene